C1CC(CCC1C2=CC=CC=C2)O (1r,4r)-4-phenylcyclohexan-1-ol